dimethyl-1-(nonyloxy)-3-[(9Z,12Z)-octadec-9,12-dien-1-yloxy]propan-2-amine CC(C(COCCCCCCCC\C=C/C\C=C/CCCCC)N)(OCCCCCCCCC)C